C(C)(C)(C)OC(=O)N1[C@H]2C[C@]2(C[C@H]1C(=O)OCC)COCC(=O)O 2-(((1S,3S,5R)-2-(tert-butoxycarbonyl)-3-(ethoxycarbonyl)-2-azabicyclo[3.1.0]hexan-5-yl)methoxy)acetic acid